ClC1=NC=CC(=N1)OC1=CC=C(C=C1)C(F)(F)F 2-chloro-4-[4-(trifluoromethyl)phenoxy]pyrimidine